4-bromo-1-ethyl-3-fluoro-1H-pyrazole BrC=1C(=NN(C1)CC)F